2-amino-3,3-dicyclohexylpropionic acid hydrochloride Cl.NC(C(=O)O)C(C1CCCCC1)C1CCCCC1